OC=1C(=CC(=C2C=CC=NC12)[N+](=O)[O-])C(NC(CCCC)=O)C1=CC=C(C=C1)C(F)(F)F N-{(8-hydroxy-5-nitroquinolin-7-yl)[4-(trifluoromethyl)phenyl]methyl}pentanamide